(4-bromo-6-chloro-3-quinolinyl)thiomorpholine BrC1=C(C=NC2=CC=C(C=C12)Cl)N1CCSCC1